FC(C(=O)O)(CCC(N1CCC(CC1)N1N=CC(=C1)C1=NC2=CC=CC=C2N=C1)=O)F difluoro-5-oxo-5-(4-(4-(quinoxalin-2-yl)-1H-pyrazol-1-yl)piperidin-1-yl)pentanoic acid